3-Phenyl-3-(4-(4-(4-butylphenylcarbamoyl)-piperidin-1-yl)phenyl)-13,13-dimethyl-6-methoxy-7-(4-phenylpiperazin-1-yl)indeno[2',3':3,4]naphtho[1,2-b]pyran C1(=CC=CC=C1)C1(C=CC2=C(O1)C=1C=C(C(=CC1C1=C2C(C2=CC=CC=C21)(C)C)N2CCN(CC2)C2=CC=CC=C2)OC)C2=CC=C(C=C2)N2CCC(CC2)C(NC2=CC=C(C=C2)CCCC)=O